OC1=C(C(=CC(=C1)C)C)C1=CC=C(N=N1)N1C[C@H](CC1)O (3S)-1-[6-(2-hydroxy-4,6-dimethyl-phenyl)pyridazin-3-yl]pyrrolidin-3-ol